C(C)(=O)O.CCCC\C=C/CCCCCC Z-5-dodecene acetate